2-methyl-2-azaspiro[3.3]heptan-6-amine dihydrochloride Cl.Cl.CN1CC2(C1)CC(C2)N